4-chloro-2-hydroxy-3-(methylcarbamoyl)benzoic acid methyl ester COC(C1=C(C(=C(C=C1)Cl)C(NC)=O)O)=O